benzyl 4-[2-[(2,4-dimethoxyphenyl)methylamino]-8-[4-[2-(dimethylamino)ethyl-methyl-amino]phenyl]-7-oxo-pyrido[2,3-d]pyrimidin-6-yl]-8-methyl-2,3-dihydroquinoxaline-1-carboxylate COC1=C(C=CC(=C1)OC)CNC=1N=CC2=C(N1)N(C(C(=C2)N2CCN(C1=C(C=CC=C21)C)C(=O)OCC2=CC=CC=C2)=O)C2=CC=C(C=C2)N(C)CCN(C)C